8-(2-(2-Fluoro-5-((6-fluoro-4-formyl-1H-indol-5-yl)oxy)phenyl)-1H-imidazol-5-yl)-8-(3-iodophenyl)octanenitrile FC1=C(C=C(C=C1)OC=1C(=C2C=CNC2=CC1F)C=O)C=1NC(=CN1)C(CCCCCCC#N)C1=CC(=CC=C1)I